3-(2-amino-[1,2,4]triazolo[1,5-a]pyridin-7-yl)-N-(3-(4-chlorophenyl)-3-hydroxypropyl)-6-ethyl-2-fluorobenzamide NC1=NN2C(C=C(C=C2)C=2C(=C(C(=O)NCCC(O)C3=CC=C(C=C3)Cl)C(=CC2)CC)F)=N1